BrC=1C(=NC(=NC1)Cl)NC1=C(C=CC=C1)S(=O)(=O)C(F)(F)F 5-bromo-2-chloro-N-(2-trifluoromethylsulfonylphenyl)pyrimidin-4-amine